N-(cyclopropylmethyl)ethanamine C1(CC1)CNCC